CC(C)(C)[S@](=O)\N=C(/C)\C=1C=C(C=CC1)S(=O)(=O)N 3-[(1E)-1-{[(S)-2-Methylpropane-2-sulfinyl]imino}ethyl]benzene-1-sulfonamide